CN1N=CC(=C1C1=C(C=C(C=N1)NC([C@H](C1CCC(CC1)C)NC(=O)C=1C(=NOC1)CC)=O)F)C N-((S)-2-((6-(1,4-dimethyl-1H-pyrazol-5-yl)-5-fluoropyridin-3-yl)amino)-1-((1r,4S)-4-methylcyclohexyl)-2-oxoethyl)-3-ethylisoxazole-4-carboxamide